6-[5-[1-[(6,8-dichloro-7-fluoro-quinazolin-4-yl)-methyl-amino]ethyl]-1,2,4-triazol-1-yl]pyridine-3-carbonitrile ClC=1C=C2C(=NC=NC2=C(C1F)Cl)N(C(C)C1=NC=NN1C1=CC=C(C=N1)C#N)C